COC1=CC=2C(C3=CC(=C(C(=C3NC2C=C1)C)C)OC)=O 2,7-dimethoxy-5,6-dimethyl-9-acridone